(S)-4-(4-acryloyl-2-methylpiperazin-1-yl)-6-cyclopropyl-7-(2-methoxyphenyl)-1-(2-isopropyl-4-methylpyridin-3-yl)pyrido[2,3-d]pyrimidin-2(1H)-one C(C=C)(=O)N1C[C@@H](N(CC1)C=1C2=C(N(C(N1)=O)C=1C(=NC=CC1C)C(C)C)N=C(C(=C2)C2CC2)C2=C(C=CC=C2)OC)C